C(C)(C)(C)OC(=O)N1CC(C1)C#C.NC=1C2=C(N=CN1)N(C(=C2C2=CC(=C(C=C2)OC2=CC=CC=C2)C)C#CC2CN(C2)C2CCN(CC2)C(C=C)=O)C 1-(4-(3-((4-amino-7-methyl-5-(3-methyl-4-phenoxyphenyl)-7H-pyrrolo[2,3-d]pyrimidin-6-yl)ethynyl)azetidin-1-yl)piperidin-1-yl)prop-2-en-1-one tert-butyl-3-ethynylazetidine-1-carboxylate